2-((5-fluoro-2-(1H-pyrrolo[2,3-b]pyridin-3-yl)pyrimidin-4-yl)amino)-1,2,3,4-tetrahydroisoquinoline-3-carboxylic acid FC=1C(=NC(=NC1)C1=CNC2=NC=CC=C21)NN2CC1=CC=CC=C1CC2C(=O)O